5-(2-ethoxypyridin-3-yl)-2-[(2R)-2-ethyl-4-[4-methoxy-2-(trifluoromethyl)benzoyl]piperazin-1-yl]-N-[(3R)-pyrrolidin-3-yl]benzamide C(C)OC1=NC=CC=C1C=1C=CC(=C(C(=O)N[C@H]2CNCC2)C1)N1[C@@H](CN(CC1)C(C1=C(C=C(C=C1)OC)C(F)(F)F)=O)CC